(2-amino-5-(3-isopropyl-1-tosyl-1H-pyrrolo[2,3-b]pyridin-5-yl)phenyl)dimethylphosphine oxide NC1=C(C=C(C=C1)C=1C=C2C(=NC1)N(C=C2C(C)C)S(=O)(=O)C2=CC=C(C)C=C2)P(C)(C)=O